CN1C(C2=C(C(=C1)C1=C(OCC3=C(C=CC=C3)N3C(NC(CC3)=O)=O)C=CC(=C1)S(=O)(=O)C)C=CN2)=O 1-(2-((2-(6-methyl-7-oxo-6,7-dihydro-1H-pyrrolo[2,3-c]pyridin-4-yl)-4-(methylsulfonyl)phenoxy)methyl)phenyl)dihydropyrimidine-2,4(1H,3H)-dione